cerium(IV) isopropoxide CC([O-])C.[Ce+4].CC([O-])C.CC([O-])C.CC([O-])C